The molecule is an O-acylcarnitine that is the 2,6-dimethylheptanoyl derivative of carnitine. It has a role as a human urinary metabolite and a human blood serum metabolite. It is an O-acylcarnitine, an ammonium betaine and a carboxylic ester. CC(C)CCCC(C)C(=O)OC(CC(=O)[O-])C[N+](C)(C)C